methyl (S)-2-(4-(benzo[d]oxazol-2-yl)-5-hydroxy-1-methyl-6-oxo-1,6-dihydropyrimidin-2-yl)-1-(o-tolyl)-1,2,3,4-tetrahydroisoquinoline-7-carboxylate O1C(=NC2=C1C=CC=C2)C=2N=C(N(C(C2O)=O)C)N2[C@H](C1=CC(=CC=C1CC2)C(=O)OC)C2=C(C=CC=C2)C